C1(CCCCC1)C1=CC=C(C=C1)NC=1C2=C(N=C(N1)N1C[C@H](OCC1)C)N=CC(=C2)C(=O)O (R)-4-((4-cyclohexylphenyl)amino)-2-(2-methylmorpholino)pyrido[2,3-d]pyrimidine-6-carboxylic acid